3-[(2E)-3,7-dimethylocta-2,6-dien-1-yl]-2-hydroxy-6-(3-methylpentyl)-4-{[(3R,4R,5S,6S)-4,5,6-trihydroxy-3-(hydroxymethyl)oxan-2-yl]oxy}benzoic acid C\C(=C/CC=1C(=C(C(=O)O)C(=CC1OC1O[C@@H]([C@H]([C@@H]([C@H]1CO)O)O)O)CCC(CC)C)O)\CCC=C(C)C